C(CCCCCCC)ON=C(CCCCCCCCC(=O)OCC(CCCCCC)CCCC)CCCCCCCCC(=O)OCC(CCCCCC)CCCC bis(2-butyloctyl) 10-((octyloxy)imino)nonadecanedioate